COC1=CC2=C(OC(C(N2)=O)C)C=C1 6-methoxy-2-methyl-2H-benzo[b][1,4]oxazin-3(4H)-one